2-amino-N-((1R)-1-(3-fluoro-2-pyridinyl)ethyl)-3-methyl-N-((5-(methylsulfonyl)-2-pyridinyl)methyl)-6-quinolinecarboxamide NC1=NC2=CC=C(C=C2C=C1C)C(=O)N(CC1=NC=C(C=C1)S(=O)(=O)C)[C@H](C)C1=NC=CC=C1F